C1=CC=CC=2C3=CC=CC=C3N(C12)C=1C=C(C=CC1)C=1C=NC=C(C1)C1=CC(=CC=C1)N1C2=CC=CC=C2C=2C=CC=CC12 3,5-bis[3-(9H-carbazol-9-yl)phenyl]pyridine